CC=1C=C(C=2OC=3C4=C(CCC3C(C2C1)=O)C=CC=C4)[C@@H](C)NC4=C(C(=O)O)C=CC=C4 |r| (±)-2-((1-(9-Methyl-7-oxo-5,7-dihydro-6H-benzo[c]xanthen-11-yl)ethyl)amino)benzoic acid